ClC1=NC=C(C(=N1)NC1=C(C=CC=C1)C(C)S(=O)(=O)C)Cl 2,5-dichloro-N-[2-(1-methylsulfonylethyl)phenyl]Pyrimidine-4-amine